acrylamido-N-((4,6-diethyl-2-oxo-1,2-dihydropyridin-3-yl)methyl)-4-methyl-3'-morpholino[1,1'-biphenyl]-3-carboxamide C(C=C)(=O)NC1=C(C=CC(=C1C(=O)NCC=1C(NC(=CC1CC)CC)=O)C)C1=CC(=CC=C1)N1CCOCC1